3-[2-(2,7-diazaspiro[3.5]nonan-2-yl)pyrimidin-5-yl]-5-[(1R)-1-(3,5-dichloro-4-pyridyl)ethoxy]-1H-indazole C1N(CC12CCNCC2)C2=NC=C(C=N2)C2=NNC1=CC=C(C=C21)O[C@H](C)C2=C(C=NC=C2Cl)Cl